C(C)NC(C1=NC(=C(C=C1)N1CCN(CC1)C1C=C(CC1)C=1NC(C(=CN1)CC)=O)F)=O N-ethyl-5-(4-(3-(5-ethyl-6-oxo-1,6-dihydropyrimidin-2-yl)cyclopent-2-en-1-yl)piperazin-1-yl)-6-fluoropicolinamide